C(=O)C1CN(C1)C=1SC2=C(N1)C=C(C(=C2)C=2C(=NC(=CC2)C(F)(F)F)C(=O)N)C(C)(C)O [2-(3-Formylazetidin-1-yl)-5-(1-hydroxy-1-methyl-ethyl)-1,3-benzoThiazol-6-yl]-6-(trifluoromethyl)pyridine-2-carboxamide